NC=1SC(=C(N1)C)C=1C=C2C(=CC(C2=CC1)=O)C(F)(F)F 5-(2-amino-4-methylthiazol-5-yl)-3-trifluoromethyl-1-indenone